N-tetrahydropyran-4-yl-1H-pyrrolo[3,2-c]Pyridin-6-amine O1CCC(CC1)NC1=CC2=C(C=N1)C=CN2